3-(difluoromethyl)-N-[(1S)-1-(3-pyrazin-2-ylpyrazin-2-yl)ethyl]-5-(trifluoromethyl)benzamide FC(C=1C=C(C(=O)N[C@@H](C)C2=NC=CN=C2C2=NC=CN=C2)C=C(C1)C(F)(F)F)F